N-[5-[6-(dimethylamino)-3-pyridyl]-2-pyridyl]-2-[3-methyl-4-[2-(trifluoromethyl)-4-pyridyl]pyrazol-1-yl]acetamide CN(C1=CC=C(C=N1)C=1C=CC(=NC1)NC(CN1N=C(C(=C1)C1=CC(=NC=C1)C(F)(F)F)C)=O)C